Methyl 4-(3-methyl-4-nitro-pyrazol-1-yl)cyclohexanecarboxylate CC1=NN(C=C1[N+](=O)[O-])C1CCC(CC1)C(=O)OC